(4-(hydroxycarbamoyl)benzyl)-2,3,6-trimethoxyphenanthrene-9-carboxamide ONC(=O)C1=CC=C(CC2=C(C(=CC=3C4=CC(=CC=C4C(=CC23)C(=O)N)OC)OC)OC)C=C1